Ethyl chlorosuccinate ClC(C(=O)OCC)CC(=O)[O-]